tert-butyl 4-(3-methoxy-4-nitrophenyl)piperazine-1-carboxylate COC=1C=C(C=CC1[N+](=O)[O-])N1CCN(CC1)C(=O)OC(C)(C)C